C1(CC1)NC(C1=CC(=C(C=C1)C)C=1C=NC(=C(C1)C=1N=COC1)NC(CO)(C)C)=O N-cyclopropyl-3-(6-((1-hydroxy-2-methylpropan-2-yl)amino)-5-(oxazol-4-yl)pyridin-3-yl)-4-methylbenzamide